C(C)(=O)NC1=CC(NC(N1)=S)=O 6-acetamido-2-thiouracil